7-(2,8-dimethylimidazo[1,2-b]pyridazin-6-yl)-3-[(2R,4r,6S)-2,6-dimethylpiperidin-4-yl]-5-fluorocinnoline CC=1N=C2N(N=C(C=C2C)C2=CC(=C3C=C(N=NC3=C2)C2C[C@H](N[C@H](C2)C)C)F)C1